OC(CC(C)=O)\C=C(/CCC=C(C)C)\C (5Z)-4-hydroxy-6,10-dimethyl-undecan-5,9-dien-2-one